3-(4-Bromophenyl)-7-(4-((2-(dimethylamino)ethyl)(methyl)amino)butoxy)-4H-chromen-4-one bishydrochloride Cl.Cl.BrC1=CC=C(C=C1)C1=COC2=CC(=CC=C2C1=O)OCCCCN(C)CCN(C)C